CC1=C(C=NN1COCC[Si](C)(C)C)B1OC(C(O1)(C)C)(C)C 5-methyl-4-(4,4,5,5-tetramethyl-1,3,2-dioxaborolan-2-yl)-1-((2-(trimethylsilyl)ethoxy)methyl)-1H-pyrazole